2-(2-((5-(2-(aminomethyl)pyridin-4-yl)benzo[1,2-b:3,4-b']difuran-3-yl)methoxy)phenyl)acetic acid NCC1=NC=CC(=C1)C1=CC2=C(OC=C2COC2=C(C=CC=C2)CC(=O)O)C2=C1OC=C2